CCC1=C(N2C=C(C=CC2=N1)Cl)C(=O)NCC3=CC=C(C=C3)N4CCC(CC4)C5=CC=C(C=C5)OC(F)(F)F 6-chloro-2-ethyl-N-(4-(4-(4-(trifluoromethoxy)phenyl)piperidin-1-yl)benzyl)imidazo[1,2-a]pyridine-3-carboxamide